ClC1=C(C(=O)OC)C(=CC(=C1)C=O)OC Methyl 2-chloro-4-formyl-6-methoxybenzoate